C(C1=CC=CC=C1)N1C2=NC=NC(=C2N=C1C1=C(C(=C(C=C1)OCCN1CCN(CC1)C)F)F)OC1(CC1)C 9-benzyl-8-(2,3-difluoro-4-(2-(4-methylpiperazin-1-yl)ethoxy)phenyl)-6-(1-methylcyclopropoxy)-9H-purine